C1=CC=CC=2C3=CC=CC=C3C(C12)COC(=O)N(CC(=O)O)C 2-[9H-Fluoren-9-ylmethoxycarbonyl(methyl)amino]acetic acid